benzimidazole-4-carboxylate N1=CNC2=C1C=CC=C2C(=O)[O-]